2-(2,2-Difluoroacetamido)-4,5-dimethoxybenzamide FC(C(=O)NC1=C(C(=O)N)C=C(C(=C1)OC)OC)F